N-(6-((5-bromo-2-((2-methoxy-5-methyl-4-((1R,5S,6s)-6-(4-methylpiperazin-1-yl)-3-azabicyclo[3.1.1]heptan-3-yl)phenyl)amino)pyrimidin-4-yl)amino)quinoxalin-5-yl)methanesulfonamide BrC=1C(=NC(=NC1)NC1=C(C=C(C(=C1)C)N1C[C@@H]2C([C@H](C1)C2)N2CCN(CC2)C)OC)NC=2C(=C1N=CC=NC1=CC2)NS(=O)(=O)C